N-(4-chlorophenyl)-N-(2-(3,4-dihydroisoquinolin-2(1H)-yl)-2-oxoethyl)methanesulfonamide ClC1=CC=C(C=C1)N(S(=O)(=O)C)CC(=O)N1CC2=CC=CC=C2CC1